2,2'-(perfluoro-1,4-phenylene)bis(benzo[d]thiazole) FC1=C(C(=C(C(=C1F)C=1SC2=C(N1)C=CC=C2)F)F)C=2SC1=C(N2)C=CC=C1